C=1(CCO)C(C)=CC(C)=CC1 pseudocumene-methanol